(2,4-dimethoxypyrimidin-5-yl)methan-d2-ol COC1=NC=C(C(=N1)OC)C(O)([2H])[2H]